methyl-d3-hydrazine hydrochloride Cl.C([2H])([2H])([2H])NN